4-amino-6'-bromo-2',2'-difluoro-2'H-spiro[cyclohexane-1,5'-indeno[5,6-d][1,3]dioxole]-4-carboxylic acid NC1(CCC2(C(=CC3=CC=4OC(OC4C=C23)(F)F)Br)CC1)C(=O)O